benzyl 2-(3-bromo-2-methylphenyl)-6,7-dihydrooxazolo[4,5-c]pyridine-5(4H)-carboxylate BrC=1C(=C(C=CC1)C=1OC2=C(CN(CC2)C(=O)OCC2=CC=CC=C2)N1)C